(3S)-1-[[4-(3-cyanophenyl)-5-(2,6-dimethyl-4-pyridyl)thiazol-2-yl]carbamoyl]pyrrolidine-3-carboxylic acid C(#N)C=1C=C(C=CC1)C=1N=C(SC1C1=CC(=NC(=C1)C)C)NC(=O)N1C[C@H](CC1)C(=O)O